CC1(C)CCCC(C)=C1\C=C\C(\C)=C\C=C\C(\C)=C\C=C\C=C(/C)\C=C\C=C(/C)\C=C\C=C(/C)\CCC=C(C)C γ-carotene